C1(CC1)C1=C(C=C2CCNCC2=C1)NC1=NC=C(C(=N1)C1=CC2=C(C(N(CCS2(=O)=O)CC)=O)S1)C(F)(F)F 7-(2-((7-cyclopropyl-1,2,3,4-tetrahydroisoquinolin-6-yl)amino)-5-(trifluoromethyl)pyrimidin-4-yl)-4-ethyl-3,4-dihydrothieno[2,3-f][1,4]thiazepin-5(2H)-one 1,1-dioxide